(S)-(3-Aminopiperidin-1-yl)(4-(3-(benzofuran-2-yl)imidazo[1,2-b]pyridazin-6-yl)phenyl)methanone hydrochloride Cl.N[C@@H]1CN(CCC1)C(=O)C1=CC=C(C=C1)C=1C=CC=2N(N1)C(=CN2)C=2OC1=C(C2)C=CC=C1